1-(9Z-pentadecenoyl)-2-(6Z,9Z,12Z-octadecatrienoyl)-glycero-3-phospho-(1'-sn-glycerol) CCCCC/C=C\CCCCCCCC(=O)OC[C@H](COP(=O)(O)OC[C@H](CO)O)OC(=O)CCCC/C=C\C/C=C\C/C=C\CCCCC